FCCCCCCCCC(CO)CCCCCCCC 10-fluoro-2-octyl-1-decanol